4-((6,7-dimethoxyquinolin-4-yl)oxy)naphthalen-1-amine COC=1C=C2C(=CC=NC2=CC1OC)OC1=CC=C(C2=CC=CC=C12)N